2-(4-butanoyl oxybenzoyl oxy)ethyl methacrylate C(C(=C)C)(=O)OCCOC(C1=CC=C(C=C1)OC(CCC)=O)=O